1-amidinopyrazole HCl Cl.C(N)(=N)N1N=CC=C1